NC(C(C(=O)N)(N=C(N)N)CCCCCCN)CC amino-aminohexyl-diaminomethylideneamino-pentanamide